BrC=1C=C(C(=NC1)C(C)=O)F 1-(5-bromo-3-fluoro-2-pyridinyl)ethanone